C(C)(C)(C)C=1N=C2N(N=C(C=C2)Cl)C1C=1SC(=CC1)C(F)(F)F tert-butyl-6-chloro-3-[5-(trifluoromethyl)-2-thienyl]imidazo[1,2-b]pyridazine